copper bisguanylurea nitrate [N+](=O)([O-])[O-].C(N)(=N)NC(NC(N)=N)=O.[Cu+2].[N+](=O)([O-])[O-]